ClC=1C=C(C(=O)Cl)C=C(C1OC)Cl 3,5-dichloro-4-methoxybenzoyl chloride